(3S)-3-{[2-(2-methylphenyl)[1,2,4]triazolo[1,5-c]quinazolin-5-yl]amino}azepan-2-one tert-butyl-7-chloro-3-methyl-3,4-dihydro-1,8-naphthyridine-1(2H)-carboxylate C(C)(C)(C)OC(=O)N1CC(CC2=CC=C(N=C12)Cl)C.CC1=C(C=CC=C1)C1=NN2C(=NC=3C=CC=CC3C2=N1)N[C@@H]1C(NCCCC1)=O